3-(di((Z)-octadec-9-en-1-yl)amino)propan-1-ol tert-butyl-((1R,3R)-1-(2-chlorophenyl)-3-hydroxy-2-oxocyclohexyl)carbamate C(C)(C)(C)N(C(=O)OCCCN(CCCCCCCC\C=C/CCCCCCCC)CCCCCCCC\C=C/CCCCCCCC)[C@@]1(C([C@@H](CCC1)O)=O)C1=C(C=CC=C1)Cl